C(C)[C@@H]1CN2CCC3=C([C@@H]2C[C@@H]1/C(/C(=O)O)=C\OC)NC1=CC=CC(=C13)OC([2H])([2H])[2H] (E)-2-((2S,3S,12bS)-3-ethyl-8-(methoxy-d3)-1,2,3,4,6,7,12,12b-octahydroindolo[2,3-a]quinolizin-2-yl)-3-methoxyacrylic acid